1-(5-chloro-6-methoxy-1H-indol-2-yl)ethan-1-amine ClC=1C=C2C=C(NC2=CC1OC)C(C)N